The molecule is a 5-carbon, bis-unsaturated, alpha-hydroxy fatty acid metabolite of the proteobacterium substrate 2-hydroxy-6-oxo-6-phenylhexa-2,4-dienoic acid (HOPDA). It is a 2-hydroxy fatty acid, an alpha,beta-unsaturated monocarboxylic acid and a hydroxy polyunsaturated fatty acid. It derives from a penta-2,4-dienoic acid. It is a conjugate acid of a 2-hydroxypenta-2,4-dienoate. It is a tautomer of a 2-oxopent-4-enoic acid. C=C/C=C(/C(=O)O)\\O